FCCOC1=CC=C(C=C1)[C@H](C1CCN(CC1)C(=O)C=1C=CC2=C(NC(CO2)=O)C1)C1=CC=CC=C1 6-[4-[(R)-[4-(2-fluoroethoxy)phenyl]-phenylmethyl]piperidine-1-carbonyl]-4H-1,4-benzoxazin-3-one